lead-cadmium salt [Cd].[Pb]